N-((R or S)-(3-chloro-2,4-difluorophenyl)(6-(trifluoromethyl)pyridin-3-yl)methyl)-(R)-2-cyclopropyl-3-oxopiperazine-1-carboxamide ClC=1C(=C(C=CC1F)[C@H](NC(=O)N1[C@@H](C(NCC1)=O)C1CC1)C=1C=NC(=CC1)C(F)(F)F)F |o1:8|